CC1(CN(C2=CC=CC=C12)C1=CC=C(C=C1)C=1SC(=CN1)C=1C=C(C(=C(C=O)C1)O)F)C 5-(2-(4-(3,3-dimethylindolin-1-yl)phenyl)thiazol-5-yl)-3-fluoro-2-hydroxybenzaldehyde